ClC=1C=NN(C1C(=O)NC1=C(C=C(C=C1C)C#CC1=CC=CC=C1)F)C[C@@H]1COCC1 (R)-4-chloro-N-(2-fluoro-6-methyl-4-(phenylethynyl)phenyl)-1-((tetrahydrofuran-3-yl)methyl)-1H-pyrazole-5-carboxamide